FC(CC(=O)NCC=1NC2=CC(=C(C=C2C1)F)OCC1=CC(=NO1)C)F 3,3-difluoro-N-((5-fluoro-6-((3-methylisoxazol-5-yl)methoxy)-1H-indol-2-yl)methyl)propanamide